COCCOC1=C(C=CC(=C1)C=1C=NN(C1)C)NC=1N=CC2=C(N1)C(=NC=C2)C=2C=NN(C2)C N-(2-(2-methoxyethoxy)-4-(1-methyl-1H-pyrazol-4-yl)phenyl)-8-(1-methyl-1H-pyrazol-4-yl)pyrido[3,4-d]pyrimidin-2-amine